ClC1=CC=C(C=C1)[C@H](CC(=O)OCC)N1[C@@](C2=C(C=C(C=C2C1=O)C(=O)C1(CCOCC1)F)F)(OC)C1=CC=C(C=C1)Cl ethyl (S)-3-(4-chlorophenyl)-3-((R)-1-(4-chlorophenyl)-7-fluoro-5-(4-fluorotetrahydro-2H-pyran-4-carbonyl)-1-methoxy-3-oxoisoindolin-2-yl)propanoate